BrC=1C(=C(C=CC1)C(CO)(F)F)F 2-(3-bromo-2-fluoro-phenyl)-2,2-difluoro-ethanol